FC=1C=C(C=C(C1)F)N1[C@H](CN(CC1)C(CCC(=O)C1=NOC(=C1)C)=O)C 1-[(3S)-4-(3,5-difluorophenyl)-3-methyl-piperazin-1-yl]-4-(5-methylisoxazol-3-yl)butane-1,4-dione